(2S,4r)-4-((4-chloro-5-fluoropyridin-2-yl)oxy)-2-methylpyrrolidine-1-carboxylic acid tert-butyl ester C(C)(C)(C)OC(=O)N1[C@H](C[C@H](C1)OC1=NC=C(C(=C1)Cl)F)C